N,N'-bis((3-(3,5-di-tert-butyl-4-hydroxyphenyl)propionyl))propionohydrazide C(C)(C)(C)C=1C=C(C=C(C1O)C(C)(C)C)CCC(=O)N(NC(CCC1=CC(=C(C(=C1)C(C)(C)C)O)C(C)(C)C)=O)C(CC)=O